racemic-dimethylsilyl-bis(2-methyl-1-indenyl)zirconium (IV) dichloride [Cl-].[Cl-].C[SiH](C)[Zr+](C1C(=CC2=CC=CC=C12)C)C1C(=CC2=CC=CC=C12)C.C[SiH](C)[Zr+](C1C(=CC2=CC=CC=C12)C)C1C(=CC2=CC=CC=C12)C